ClC1=C(C(=CC(=C1Cl)Cl)O)[C@@H]1C[C@@H](NCC1)C(=O)N |o1:10,12| (2R,4S)-rel-4-(2,3,4-trichloro-6-hydroxyphenyl)piperidine-2-carboxamide